BrC=1C=C(OCC=2C3=C(SC2C(=O)O)C=CC=C3Cl)C=CC1C(N)=O 3-((3-bromo-4-carbamoylphenoxy)methyl)-4-chlorobenzo[b]thiophene-2-carboxylic acid